(S)-N'-(((R)-1-methoxy-1,2,3,5,6,7-hexahydro-s-indacen-4-yl)carbamoyl)-6,6-dimethyl-6,7-dihydro-5H-pyrazolo[5,1-b][1,3]oxazine-3-sulfonimidamide CO[C@@H]1CCC2=C(C=3CCCC3C=C12)NC(=O)N=[S@@](=O)(N)C=1C=NN2C1OCC(C2)(C)C